O=C1C=2N(C=C(N1)C1CCNCC1)N=CC2 4-oxo-6-(piperidin-4-yl)-4,5-dihydropyrazolo[1,5-a]pyrazin